5,6,7,8-tetrafluoro-1-chloro-4-phenylphthalazine FC1=C2C(=NN=C(C2=C(C(=C1F)F)F)Cl)C1=CC=CC=C1